C1(CC1)C1=C(C(=C2C(=N1)CCC2)NC(=O)N=[S@](=O)(N)C2=NN(C=C2)C(F)F)C2CC2 (R)-N'-((2,3-dicyclopropyl-6,7-dihydro-5H-cyclopenta[b]pyridin-4-yl)carbamoyl)-1-(difluoromethyl)-1H-pyrazole-3-sulfonimidamide